N1C=NC2=C1C=CC(=C2)C2=CNC1=NC(=CC=C12)NC(=O)C1CC1 N-[3-(1H-1,3-benzodiazol-5-yl)-1H-pyrrolo[2,3-b]pyridin-6-yl]cyclopropanecarboxamide